(2-(piperazin-1-yl)pyrimidin-5-yl)methanol N1(CCNCC1)C1=NC=C(C=N1)CO